N-(6-(3-cyanopiperidin-1-yl)pyridazin-3-yl)-2-(3-(trifluoromethoxy)phenyl)acetamide C(#N)C1CN(CCC1)C1=CC=C(N=N1)NC(CC1=CC(=CC=C1)OC(F)(F)F)=O